N1=C(C=CC=C1)CN=[N+]=[N-] PicolylAzide